3,3-dimethyl-3,4-dihydroquinolin CC1(C=NC2=CC=CC=C2C1)C